(E)-5-phenyl-2-pentenyltrimethylsilane C1(=CC=CC=C1)CC/C=C/C[Si](C)(C)C